2-benzyl-2-azaspiro[3.3]heptan-6-yl (2R,5S)-4-(5-methane-sulfonyl-4-methyl-pyrimidin-2-yl)-2,5-dimethylpiperazine-1-carboxylate CS(=O)(=O)C=1C(=NC(=NC1)N1C[C@H](N(C[C@@H]1C)C(=O)OC1CC2(CN(C2)CC2=CC=CC=C2)C1)C)C